N-((1,2,3,5,6,7-hexahydro-s-indacen-4-yl)carbamoyl)-N'-((1-methylazetidin-3-yl)methyl)-6,7-dihydro-5H-pyrazolo[5,1-b][1,3]oxazine-3-sulfonimidamide C1CCC2=C(C=3CCCC3C=C12)NC(=O)NS(=O)(=NCC1CN(C1)C)C=1C=NN2C1OCCC2